CN1C=NC2=C(C1=O)C=NC=C2C2=NC=C(C=C2)C(F)(F)F 3-methyl-8-(5-(trifluoromethyl)pyridin-2-yl)pyrido[4,3-d]pyrimidin-4(3H)-one